3-(cyclopropanecarbonyl)-1-[5-(difluoromethyl)-1,3,4-thiadiazol-2-yl]-N-(1-methylcyclopropyl)indole-6-sulfonic acid amide C1(CC1)C(=O)C1=CN(C2=CC(=CC=C12)S(=O)(=O)NC1(CC1)C)C=1SC(=NN1)C(F)F